4-(pyridin-2-ylmethoxy)benzonitrile N1=C(C=CC=C1)COC1=CC=C(C#N)C=C1